3-((4-(((1-(6-amino-5-(2,3-dichlorophenyl)pyrazin-2-yl)-4-methylpiperidin-4-yl)amino)methyl)phenyl)amino)piperidine-2,6-dione NC1=C(N=CC(=N1)N1CCC(CC1)(C)NCC1=CC=C(C=C1)NC1C(NC(CC1)=O)=O)C1=C(C(=CC=C1)Cl)Cl